O=C1NC(CCC1N1C(N(C2=C1C=CC=C2C#CCOCCNC(OC(C)(C)C)=O)C)=O)=O tert-butyl (2-((3-(1-(2,6-dioxopiperidin-3-yl)-3-methyl-2-oxo-2,3-dihydro-1H-benzo[d]imidazol-4-yl)prop-2-yn-1-yl)oxy)ethyl)carbamate